2,6-difluoro-3-propylsulfonylaminobenzoic acid FC1=C(C(=O)O)C(=CC=C1NS(=O)(=O)CCC)F